FC=1C(=C(C=CC1F)[C@H]1[C@@H](O[C@]([C@H]1C)(C(F)(F)F)C)C(=O)NC1=CC(=NC(=C1)C)C(=O)N)OC 4-[[(2R,3S,4S,5R)-3-(3,4-Difluoro-2-methoxy-phenyl)-4,5-dimethyl-5-(trifluoromethyl)tetrahydrofuran-2-carbonyl]amino]-6-methyl-pyridin-2-carboxamid